1-(5Z,8Z,11Z-eicosatrienoyl)-2-(11Z,14Z-eicosadienoyl)-sn-glycero-3-phosphocholine CCCCCCCC/C=C\C/C=C\C/C=C\CCCC(=O)OC[C@H](COP(=O)([O-])OCC[N+](C)(C)C)OC(=O)CCCCCCCCC/C=C\C/C=C\CCCCC